2-fluorobenzenesulfonamide FC1=C(C=CC=C1)S(=O)(=O)N